ethyl cis-9,12-octadecadienoate C(CCCCCCC\C=C/CC=CCCCCC)(=O)OCC